C(C)(C)(C)[S@](=O)N[C@H]1C2=C(N=C(S2)C)CC12CCN(CC2)C(=O)OC(C)(C)C tert-butyl (R)-6-(((S)-tert-butylsulfinyl) amino)-2-methyl-4,6-dihydrospiro[cyclopenta[d]thiazole-5,4'-piperidine]-1'-carboxylate